(2R,6R)-4-{[2-fluoro-6-(2-methoxy-6-methylphenoxy)phenyl]methyl}-6-methyl-1-(2-methylpropanoyl)-N-{[4-(pyrimidin-2-yl)phenyl]methyl}piperazine-2-carboxamide FC1=C(C(=CC=C1)OC1=C(C=CC=C1C)OC)CN1C[C@@H](N([C@@H](C1)C)C(C(C)C)=O)C(=O)NCC1=CC=C(C=C1)C1=NC=CC=N1